C1=C(C=CC2=CC=CC=C12)S(=O)O.CNC=1C(=CC=CC1)C N-methyltoluidine β-naphthalenesulfinate